1-methyl-1H-imidazo[4,5-c]pyridin CN1C=NC=2C=NC=CC21